FC=1C=C(C=C(C1F)N1CC(C1)C1=CC(=C(C=C1)F)OC)[C@H]1[C@@H](C1)C=1C=NC(=NC1)C1=NC=CC=N1 trans-5-(2-(3,4-Difluoro-5-(3-(4-fluoro-3-methoxyphenyl)azetidin-1-yl)phenyl)cyclopropyl)-2,2'-bipyrimidine